N1N=C(C2=C1COC1(C2)CCC1)C(=O)O 4',7'-dihydro-1'H-spiro[cyclobutane-1,5'-pyrano[3,4-c]pyrazole]-3'-carboxylic acid